NC[C@@]1(OC2=C(C1)C=C(C=C2[C@@H](C)N[S@](=O)C(C)(C)C)F)C (R)-N-((R)-1-((R)-2-(aminomethyl)-5-fluoro-2-methyl-2,3-dihydrobenzofuran-7-yl)ethyl)-2-methylpropane-2-sulfinamide